C1(=CC=CC=C1)S(=O)(=O)[O-].[Fr+] Francium benzenesulfonate